C1(CCCC1)N1N=C(C=C1C1=C(C=CC=C1)C(C)(F)F)C(=O)N[C@H](CC(=O)O)C[C@@H](C)N1C[C@H]([C@@H](C1)F)F (3S,5R)-3-({1-cyclopentyl-5-[2-(1,1-difluoroethyl)phenyl]-1H-pyrazol-3-yl}formamido)-5-[trans-3,4-difluoropyrrolidin-1-yl]hexanoic acid